C1(CC1)C1=C(C=C(C=C1)C1=CC(=C2C(=N1)N=C(N2)C=2N=CC(=NC2)N2CCC(CC2)C(=O)O)N(C)CC2(CCCC2)COC)C(F)(F)F 1-(5-{5-[4-cyclopropyl-3-(trifluoromethyl)phenyl]-7-[{[1-(methoxymethyl)cyclopentyl]methyl}(methyl)amino]-1H-imidazo[4,5-b]pyridin-2-yl}pyrazin-2-yl)piperidine-4-carboxylic acid